ClC=1C=C2C(N(C(=NC2=CC1F)[C@H](CCC)N1CCN(C[C@@H](C1)C)C)CC)=O 6-chloro-2-((S)-1-((S)-4,6-dimethyl-1,4-diazepan-1-yl)butyl)-3-ethyl-7-fluoroquinazolin-4(3H)-one